Aminomethyloctandiamin NCC(CCCCCCC)(N)N